ClC=1C(=NC(=NC1)C(=O)O)C1=NC=CN=C1 5-chloro-4-(pyrazin-2-yl)pyrimidine-2-carboxylic acid